(dibenzofuranyl)biphenyl C1(=CC=CC=2OC3=C(C21)C=CC=C3)C3=C(C=CC=C3)C3=CC=CC=C3